4-chloro-N-(3-methyl-5-(phenylethynyl)pyridin-2-yl)-1-((tetrahydrofuran-3-yl)methyl)-1H-pyrazole-5-carboxamide ClC=1C=NN(C1C(=O)NC1=NC=C(C=C1C)C#CC1=CC=CC=C1)CC1COCC1